(2-furyl)-5-[[(2S)-morpholin-2-yl]methylamino]pyrazolo[1,5-a]pyrimidine-3-carbonitrile hydrochloride Cl.O1C(=CC=C1)C1=NN2C(N=C(C=C2)NC[C@@H]2CNCCO2)=C1C#N